C(C)(C)C(C(=O)[O-])(O)CC(=O)[O-] 2-isopropylmalate